(S)-2,3-dichloro-4-(4-(4,4-difluoropiperidine-1-carbonyl)-2-(5-(1-(trifluoromethyl)Cyclopropyl)-1,3,4-oxadiazol-2-yl)thiazol-5-yl)-N-(1,1,1-trifluoropropan-2-yl)benzenesulfonamide ClC1=C(C=CC(=C1Cl)C1=C(N=C(S1)C=1OC(=NN1)C1(CC1)C(F)(F)F)C(=O)N1CCC(CC1)(F)F)S(=O)(=O)N[C@H](C(F)(F)F)C